(S)-pyrrolidine-3-carboxylic acid ethyl ester C(C)OC(=O)[C@@H]1CNCC1